C(=O)(O)N(C(=O)O)C(C(C)O)S(=O)(=O)[O-].[Na+] sodium N,N-dicarboxyamino-2-hydroxypropanesulphonate